(S)-(1-((4-(3,5-dimethoxypyridin-4-yl)phenyl)amino)-1-oxo-3,3-di-Phenylpropan-2-yl)carbamic acid tert-butyl ester C(C)(C)(C)OC(N[C@H](C(=O)NC1=CC=C(C=C1)C1=C(C=NC=C1OC)OC)C(C1=CC=CC=C1)C1=CC=CC=C1)=O